CC=1C(=C(C(=O)[O-])C=CC1)O methylhydroxybenzoate